2-(benzyloxy)-3-(chloromethyl)-4-methoxy-6-methylpyridine C(C1=CC=CC=C1)OC1=NC(=CC(=C1CCl)OC)C